5-chloro-N-(3-chloro-2-fluorophenyl)-6-nitroquinazoline-4-amine ClC1=C2C(=NC=NC2=CC=C1[N+](=O)[O-])NC1=C(C(=CC=C1)Cl)F